5-(aminomethyl)-N-((1-methylpiperidin-4-yl)methyl)pyridin NCC=1C=CCN(C1)CC1CCN(CC1)C